FC=1C=C(C=CC1C1=NC=2C=CNC(C2C(=C1)NC1=NC=C(C=C1)N1CC(CCC1)F)=O)NC(=O)C1CCCCC1 N-(3-fluoro-4-(4-((5-(3-fluoro-piperidin-1-yl)pyridin-2-yl)amino)-5-oxo-5,6-dihydro-1,6-naphthyridin-2-yl)phenyl)cyclohexane-carboxamide